tris(triphenylphosphine) rhodium (I) [Rh+].C1(=CC=CC=C1)P(C1=CC=CC=C1)C1=CC=CC=C1.C1(=CC=CC=C1)P(C1=CC=CC=C1)C1=CC=CC=C1.C1(=CC=CC=C1)P(C1=CC=CC=C1)C1=CC=CC=C1